1,2-bis(o-aminophenoxy)ethane NC1=C(OCCOC2=C(C=CC=C2)N)C=CC=C1